1-[(2S,4S)-4-methyl-2-({[4-(3-phenyl-1H-pyrrolo[3,2-b]pyridin-2-yl)pyridin-3-yl]oxy}methyl)pyrrolidin-1-yl]prop-2-en-1-one C[C@H]1C[C@H](N(C1)C(C=C)=O)COC=1C=NC=CC1C1=C(C2=NC=CC=C2N1)C1=CC=CC=C1